Ethyl-5-((2-Amino-9-((2R,3S,4S,5R)-4-fluoro-3-hydroxy-5-(hydroxymethyl)tetrahydrofuran-2-yl)-8-oxo-8,9-dihydro-7H-purin-7-yl)methyl)thiophen-3-carboxylat C(C)OC(=O)C1=CSC(=C1)CN1C(N(C2=NC(=NC=C12)N)[C@@H]1O[C@@H]([C@H]([C@H]1O)F)CO)=O